COC=1C=CC2=C(OC3=C2C=CC=C3)C1B(O)O (3-methoxydibenzo[b,d]furan-4-yl)boronic acid